(1-((4-(2-(4-((2-(2-oxo-6-azaspiro[3.3]heptane-6-yl)pyrimidin-4-yl)methoxy)phenyl)propan-2-yl)phenoxy)methyl)cyclopropyl)methanamine O=C1CC2(C1)CN(C2)C2=NC=CC(=N2)COC2=CC=C(C=C2)C(C)(C)C2=CC=C(OCC1(CC1)CN)C=C2